3-morpholinosulfonylbenzonitrile O1CCN(CC1)S(=O)(=O)C=1C=C(C#N)C=CC1